(S)-N-(2-fluoroethyl)-2-isobutyryl-N-(2,2,2-trifluoro-1-(4-fluorophenyl)ethyl)-1,2,3,4-tetrahydroisoquinoline-7-sulfonamide FCCN(S(=O)(=O)C1=CC=C2CCN(CC2=C1)C(C(C)C)=O)[C@H](C(F)(F)F)C1=CC=C(C=C1)F